5-bromo-2-(fluoro(4-fluorophenyl)methyl)pyridine BrC=1C=CC(=NC1)C(C1=CC=C(C=C1)F)F